perfluoro(1,3,5-triphenylbenzene) FC1=C(C(=C(C(=C1C1=C(C(=C(C(=C1F)F)F)F)F)F)C1=C(C(=C(C(=C1F)F)F)F)F)F)C1=C(C(=C(C(=C1F)F)F)F)F